(R)-2-(4-(2-amino-4-tert-butylphenyl)-1H-indol-1-yl)propanol NC1=C(C=CC(=C1)C(C)(C)C)C1=C2C=CN(C2=CC=C1)[C@@H](CO)C